phenylmercury nitrat [N+](=O)([O-])[O-].C1(=CC=CC=C1)[Hg+]